(7-azabenzotriazol-1-yloxy)tris(pyrrolidino)phosphonium hexafluorophosphate F[P-](F)(F)(F)(F)F.N1(N=NC2=C1N=CC=C2)O[P+](N2CCCC2)(N2CCCC2)N2CCCC2